ClC=1C=C(C=CC1F)NC1=NC=NC2=CC(=C(C=C12)NC(C=C)=O)OCCCN1CCC(CC1)N1CCN(CC1)CCCCCSC1=C2CN(C(C2=CC=C1)=O)C1C(NC(CC1)=O)=O N-(4-((3-chloro-4-fluorophenyl)amino)-7-(3-(4-(4-(5-((2-(2,6-dioxopiperidin-3-yl)-1-oxoisoindolin-4-yl)thio)pentyl)piperazin-1-yl)piperidin-1-yl)propoxy)quinazolin-6-yl)acrylamide